C(CC)(O)O n-Propanediol